CN(S(=O)(=O)C=1C=C(C=CC1)NC(=O)C1=NNC(C=C1)=O)C1=CC=CC=C1 N-(3-(N-methyl-N-phenylsulfamoyl)phenyl)-6-oxo-1,6-dihydropyridazine-3-carboxamide